BrC1=C(C(=C(C=C1)[N+](=O)[O-])OC)OC bromo-2,3-dimethoxynitrobenzene